1-[2-(difluoromethoxy)-6-fluoro-4-methylphenyl]-N-[(3R)-oxan-3-yl]pyrrolo[1,2-d][1,2,4]triazin-4-amine FC(OC1=C(C(=CC(=C1)C)F)C=1C=2N(C(=NN1)N[C@H]1COCCC1)C=CC2)F